F[C@H]1C[C@H](N2N=C(N=C21)S(=O)(=O)[C@H]2[C@@H](C2)F)C2=CC(=CC=C2)F |r| rac-(5s,7s)-7-fluoro-5-(3-fluorophenyl)-2-[rac-(1r,2r)-2-fluorocyclopropyl]sulfonyl-6,7-dihydro-5H-pyrrolo[1,2-b][1,2,4]triazole